C(C1=CC=CC=C1)N(C(C(=C)C)=O)C1=C(C=C(C=C1)F)Br N-benzyl-N-(2-bromo-4-fluorophenyl)methacrylamide